Cl.COC(=O)[C@H]1NCCOC1 (S)-morpholine-3-carboxylic acid methyl ester hydrochloride